N-(2,2,2-trichloroethoxycarbonyl)-p-toluenesulfonylhistidine ClC(COC(=O)N([C@@H](CC1=CNC=N1)C(=O)O)S(=O)(=O)C1=CC=C(C)C=C1)(Cl)Cl